4-fluorodeoxyfructose F[C@@]([C@@H](C(C)=O)O)(O)[C@H](O)CO